(3S,4R)-1-[(dimethylcarbamoyl)methyl]-3-fluoropiperidin CN(C(=O)CN1C[C@H](CCC1)F)C